γ-methacryloyloxypropylmethoxydimethyl-silane C(C(=C)C)(=O)OCCC[Si](C)(C)OC